1-[(2E)-2-butene-1-yl]-1H-pyrrole C(\C=C\C)N1C=CC=C1